methyl 3-amino-6-chloro-5-[(4-methoxyphenyl) methoxy]Pyrazine-2-formate NC=1C(=NC(=C(N1)OCC1=CC=C(C=C1)OC)Cl)C(=O)OC